(2R,5S)-3-(4-aminophenyl)-2-(1-(4-bromophenyl)-4-(4-fluorophenyl)-1H-pyrrol-3-yl)-5-methyl-oxazolidin-4-one NC1=CC=C(C=C1)N1[C@H](O[C@H](C1=O)C)C1=CN(C=C1C1=CC=C(C=C1)F)C1=CC=C(C=C1)Br